6-amino-2,4-dimethyl-7,8-dihydro-6H-pyrazolo-[1,5-a][1,3]diazepin-5-one NC1C(N(C=2N(CC1)N=C(C2)C)C)=O